(8aR,12aR)-10-[[4-(trifluoromethyl)phenyl]methyl]spiro[2,4,7,8,8a,9,11,12-octahydro-[1,3]oxazino[2,3-j][1,6]naphthyridine-3,1'-cyclobutane]-6-one FC(C1=CC=C(C=C1)CN1C[C@H]2CCC(N3[C@]2(CC1)OCC1(CCC1)C3)=O)(F)F